1-dodecanoyl-2-nonadecanoyl-glycero-3-phosphoserine C(CCCCCCCCCCC)(=O)OCC(OC(CCCCCCCCCCCCCCCCCC)=O)COP(=O)(O)OC[C@H](N)C(=O)O